tert-butyl (R)-(methyl(4-(4-methyl-2-(4-(2,2,2-trifluoroethyl)-1,4-diazepan-1-yl)-5-(trifluoromethyl)nicotinamido)pyridin-2-yl)(oxo)-λ6-sulfaneylidene)carbamate C[S@@](=O)(C1=NC=CC(=C1)NC(C1=C(N=CC(=C1C)C(F)(F)F)N1CCN(CCC1)CC(F)(F)F)=O)=NC(OC(C)(C)C)=O